2-[3,5-bis(difluoromethyl)-1H-pyrazol-1-yl]-1-[4-(4-{5-[2-fluoro-6-(prop-2-yn-1-yloxy)phenyl]-4,5-dihydro-1,2-oxazol-3-yl}-1,3-thiazol-2-yl)piperidin-1-yl]quinazoline FC(C1=NN(C(=C1)C(F)F)C1N(C2=CC=CC=C2C=N1)N1CCC(CC1)C=1SC=C(N1)C1=NOC(C1)C1=C(C=CC=C1OCC#C)F)F